CC1=C(C=C(C=C1O)CCCCCCCCCCCCCCCCCCCCCCCCC)O 2-Methyl-5-pentacosylbenzene-1,3-diol